ClC=1C=CC(=C(C1)C1=CC(=C(N=N1)C)NC1=CC(=NC=C1)NC(CCNCCNC)=O)F N-(4-{[6-(5-Chloro-2-Fluorophenyl)-3-Methylpyridazin-4-yl]Amino}Pyridin-2-yl)-3-{[2-(Methylamino)Ethyl]Amino}Propanamid